N1C(=CC=C1)C(CCCC)=O 1-(1H-pyrrol-2-yl)pentan-1-one